Cl.N[C@H](C(=O)OC)CC(C)C methyl (S)-2-amino-4-methylpentanoate hydrochloride